N1C=CC2=C(C=CC=C12)NC1=NC(=NC=C1C)NC1=CC=C(C=C1)N1CCN(CC1)C N4-(1H-indol-4-yl)-5-methyl-N2-(4-(4-methylpiperazin-1-yl)phenyl)pyrimidine-2,4-diamine